COC(NC1=NC=CC(=C1)C1=NC(=C(C=C1)OC[C@@](CC(C)C)(C)N)C)=O (S)-(5-((2-amino-2,4-dimethylpentyl)oxy)-6-methyl-[2,4'-bipyridinyl]-2'-yl)carbamic acid methyl ester